2-{[4-(benzylsulfanyl)phenyl]methyl}-6-bromo-3,4-dihydroisoquinolin-1(2H)-one C(C1=CC=CC=C1)SC1=CC=C(C=C1)CN1C(C2=CC=C(C=C2CC1)Br)=O